(2R)-2-(6-{5-chloro-2-[(5-methyl-1,2-oxazol-3-yl)amino]pyrimidin-4-yl}-1-oxo-2,3-dihydro-1H-isoindol-2-yl)-N-[(1S)-1-(3-fluoro-5-methoxyphenyl)-2-hydroxyethyl]propionamide ClC=1C(=NC(=NC1)NC1=NOC(=C1)C)C1=CC=C2CN(C(C2=C1)=O)[C@@H](C(=O)N[C@H](CO)C1=CC(=CC(=C1)OC)F)C